2-(4-(3-methyl-2-oxotetrahydropyrimidin-1(2H)-yl)benzyl)-2-(((2r,3r,4r)-3,4,5-triacetoxy-3-ethynyltetrahydrofuran-2-yl)methoxy)malonic acid diethyl ester C(C)OC(C(C(=O)OCC)(OC[C@H]1OC([C@@H]([C@]1(C#C)OC(C)=O)OC(C)=O)OC(C)=O)CC1=CC=C(C=C1)N1C(N(CCC1)C)=O)=O